CN1N=CC2=CC=C(C=C12)C=1C2=C(NN1)C1=C(C2)SC(=C1)C1=CC=C(CN2CCC(CC2)N2CCOCC2)C=C1 4-(1-(4-(3-(1-methyl-1H-indazol-6-yl)-1,4-dihydro-thieno[2',3':4,5]cyclopenta[1,2-c]pyrazol-6-yl)benzyl)piperidin-4-yl)morpholine